ClC=1N=C(C2=C(N1)CCS2=O)NC2(CCC2)C([2H])([2H])O 2-chloro-4-((1-(hydroxymethyl-d2)cyclobutyl)amino)-6,7-dihydrothieno[3,2-d]pyrimidine 5-oxide